C(C)(C)(C)OC(NC=1C=NC(=CC1)N1N=C(C(=C1)Br)C)=O (6-(4-bromo-3-methyl-1H-pyrazol-1-yl)pyridin-3-yl)carbamic acid tert-butyl ester